NC=1N=C(C2=C(N1)CN(C2=O)[C@H]2[C@H](CCCC2)O)OCC 2-Amino-4-ethoxy-6-[(1R,2S)-2-hydroxycyclohexyl]-7H-pyrrolo[3,4-d]pyrimidin-5-one